hexahydropyrrolo[3,4-b][1,4]oxazin O1C=2C(NCC1)CNC2